BrC=1C=C(C=C(C1)C(F)(F)F)C(C(=O)OC(C)(C)C)N1C(C=C(C(=C1)CCN1CC(C1)F)C(F)(F)F)=O tert-butyl 2-[3-bromo-5-(trifluoromethyl)phenyl]-2-{5-[2-(3-fluoroazetidin-1-yl)ethyl]-2-oxo-4-(trifluoromethyl)pyridin-1-yl}acetate